N1(CCOCC1)C1CCN2C(OC1)=C(C=N2)C(=O)N[C@H]2C(NC1=C(C(=N2)C2=CC=CC=C2)C=CC=C1F)=O 6-Morpholin-4-yl-N-[(3R)-9-Fluoro-2-Oxo-5-Phenyl-1,3-Dihydro-1,4-Benzodiazepin-3-yl]-5,6,7,8-Tetrahydropyrazolo[5,1-b][1,3]Oxazepine-3-Carboxamide